7-(3-(1-(2,2-difluoro-1-(4-fluorophenyl)propyl)-3-methyl-1H-pyrazol-4-yl)-2-fluorophenyl)-[1,2,4]triazolo[1,5-a]pyridin-2-amine FC(C(C1=CC=C(C=C1)F)N1N=C(C(=C1)C=1C(=C(C=CC1)C1=CC=2N(C=C1)N=C(N2)N)F)C)(C)F